1-(5-Chloro-2-((4-(((1,1,1,3,3,3-hexafluoropropan-2-yl)oxy)carbonyl)piperazin-1-yl)methyl)phenyl)-4-methylpiperidine-4-carboxylic acid ClC=1C=CC(=C(C1)N1CCC(CC1)(C(=O)O)C)CN1CCN(CC1)C(=O)OC(C(F)(F)F)C(F)(F)F